N,N,N',N'-tetramethyl-guanidin CN(C(=N)N(C)C)C